2-((2S)-1-acryloyl-4-(6-chloro-7-(8-chloronaphthalen-1-yl)-8-cyclopropoxy-2-((2R,7aS)-2-fluorotetrahydro-1H-pyrrolizin-7a(5H)-ylmethoxy)quinazolin-4-yl)piperazin-2-yl)acetonitrile C(C=C)(=O)N1[C@H](CN(CC1)C1=NC(=NC2=C(C(=C(C=C12)Cl)C1=CC=CC2=CC=CC(=C12)Cl)OC1CC1)OC[C@]12CCCN2C[C@@H](C1)F)CC#N